C(C1=CC=CC=C1)(=O)C1=C(C=CC=C1)C(=O)C(O)C1=CC=CC=C1 benzoylbenzoin